C(CCCCCCCCCCCCC)O[C@@H](COCCC[N+](C)(C)C)COCCCCCCCCCCCCCC |r| rac-[2-(2,3-ditetradecyloxypropyloxymethyl)ethyl]trimethylammonium